4-Amino-Proline NC1C[C@H](NC1)C(=O)O